CC1=NN(C(=C1)C)C1=NN(C(C=C1)=O)CC1CN(C1)C=1C(=NC=CN1)C#N 3-[3-[[3-(3,5-dimethylpyrazol-1-yl)-6-oxopyridazin-1-yl]methyl]azetidin-1-yl]pyrazine-2-carbonitrile